(6-bromo-7-methoxy-1H-indazol-1-yl)acetic acid methyl ester COC(CN1N=CC2=CC=C(C(=C12)OC)Br)=O